ClC1=NC=C(C(=N1)C=1C=NN(C1)C1=NC(=CC=C1)OC)Cl 2,5-dichloro-4-(1-(6-methoxypyridin-2-yl)-1H-pyrazol-4-yl)pyrimidine